3-Methyl-5-phenyl-1-[3-(trimethoxysilyl)propyl]-1,2,4-triazole CC1=NN(C(=N1)C1=CC=CC=C1)CCC[Si](OC)(OC)OC